FC(C(=O)N1CCC(CC1)CO)(F)C=1C=C(C(=O)NC2=CC(=C(C=C2)F)F)C=CC1F 3-(1,1-difluoro-2-(4-(hydroxymethyl)piperidin-1-yl)-2-oxoethyl)-N-(3,4-difluorophenyl)-4-fluorobenzamide